N-[2-[2-[4-[1-(2,6-dioxo-3-piperidyl)-3-methyl-2-oxo-benzimidazol-5-yl]piperazin-1-yl]ethoxy]ethyl]carbamate O=C1NC(CCC1N1C(N(C2=C1C=CC(=C2)N2CCN(CC2)CCOCCNC([O-])=O)C)=O)=O